1-(3-(3-(2-fluoro-4-(trifluoro-methyl)phenyl)-1H-pyrazolo[3,4-b]pyridin-1-yl)pyrrolidin-1-yl)-prop-2-en-1-one FC1=C(C=CC(=C1)C(F)(F)F)C1=NN(C2=NC=CC=C21)C2CN(CC2)C(C=C)=O